P(OC1=C(C=C(C=C1)C(C)(CC)C)C(C)(CC)C)(OC1=C(C=C(C=C1)C(C)(CC)C)C(C)(CC)C)OC1=CC=C(C=C1)C(C)(CC)C bis[2,4-bis(2-methylbutan-2-yl)phenyl] [4-(2-methylbutan-2-yl)phenyl] phosphite